(E)-4-(2-((3-(6-aminopyridin-3-yl)acrylamido)methyl)-7-(4-fluorophenyl)pyrazolo[1,5-a]pyridin-5-yl)benzoic acid NC1=CC=C(C=N1)/C=C/C(=O)NCC1=NN2C(C=C(C=C2C2=CC=C(C=C2)F)C2=CC=C(C(=O)O)C=C2)=C1